2',4'-dichloro-2,3,4,5-tetrafluorobiphenyl ClC1=C(C=CC(=C1)Cl)C1=C(C(=C(C(=C1)F)F)F)F